C(CC)(=O)C1CCC(CC1)C(=O)OC methyl (1R,4r)-4-propionylcyclohexane-1-carboxylate